C(C)(C)(C)OC(N(C)[C@H]1[C@H]([C@H](C1)OC(C)(C)C)CO[Si](C)(C)C(C)(C)C)=O.C(CCC)N(CCCC)[SiH2]N(CCCC)CCCC Bis(dibutylamino)silane tert-butyl-N-[(1R,2S,3S)-3-tert-butoxy-2-[[tert-butyl(dimethyl)silyl]oxymethyl]cyclobutyl]-N-methyl-carbamate